N1=CSC2=C1CC=N2 6H-pyrrolo[3,2-d]thiazole